C(C(C)(C)C)(=O)OC(C(C(C(=O)OC(C(C)(C)C)=O)(C(C)C)CC)(C(C)C)CC)=O 2,3-diethyl-2,3-diisopropyl-succinic acid dipivaloyl ester